C1(=CC=CC=C1)[C@@H](C)N[C@H]1[C@@H](CN(C1)C(=O)OC(C)(C)C)C(=O)OCC 1-(tert-butyl) 3-ethyl (R,4S)-4-(((R)-1-phenylethyl)amino)pyrrolidine-1,3-dicarboxylate